C(=O)C1=NNC(=C1)NC(=S)N 3-formyl-pyrazol-5-ylthiourea